2-(difluoromethyl)-1,4-dioxane FC(C1OCCOC1)F